COCOC=1C=NC=C(C(=O)N)C1 5-(Methoxymethoxy)nicotinamide